C(=O)O.FC(CN1N=C(C(=C1)C1=CN=C2N1C=CN=C2NC2=CC(=C(C(=O)N)C=C2)CC)C(F)(F)F)F 4-[[3-[1-(2,2-difluoroethyl)-3-(trifluoromethyl)pyrazol-4-yl]imidazo[1,2-a]pyrazin-8-yl]amino]-2-ethyl-benzamide formate